tert-butyl 3-((2S)-2-((tert-butoxycarbonyl)(methyl)amino)-1-hydroxypropyl)-2-oxopyrrolidine-1-carboxylate C(C)(C)(C)OC(=O)N([C@H](C(O)C1C(N(CC1)C(=O)OC(C)(C)C)=O)C)C